C(C)(C)(C)C=1C=C(CC=2C(=C(C=CC2)CC2=CC(=C(C(=C2)C(C)(C)C)O)C(C)(C)C)CC2=CC(=C(C(=C2)C(C)(C)C)O)C(C)(C)C)C=C(C1O)C(C)(C)C tris(3',5'-di-t-butyl-4-hydroxybenzyl)benzene